O1CCC(=CC1)C1=C(C=CC=C1)C(CCCCO)O (2-(3,6-dihydro-2H-pyran-4-yl)phenyl)pentane-1,5-diol